C(CCCCCCC)OC(CCCCCCCO[Si](C1=CC=CC=C1)(C1=CC=CC=C1)C(C)(C)C)OCCCCCCCC ((8,8-bis(octyloxy)octyl)oxy)(tert-butyl)diphenylsilane